C(C)(C)(C)OC(=O)N1C[C@H](CC1)[C@@H](C(=O)OC(C)(C)C)CC1=COC2=C1C=C(C=C2)C=O (3R)-3-[(2S)-1-(tert-butoxy)-3-(5-formyl-1-benzofuran-3-yl)-1-oxopropane-2-yl]pyrrolidine-1-carboxylic acid tert-butyl ester